2-(3-(3-(2,4-Difluorophenyl)-4-oxo-3,4-dihydrophthalazin-1-yl)phenyl)-N-(2-hydroxyethyl)-2-methylpropanamide FC1=C(C=CC(=C1)F)N1N=C(C2=CC=CC=C2C1=O)C=1C=C(C=CC1)C(C(=O)NCCO)(C)C